I[Si](N([Si](I)(I)I)C(C)C)(I)I 1,1,1,3,3,3-hexaiodo-2-iso-propyldisilazane